O1CCC(=CC1)C=1NN2C(=NC(=C(C2=O)N2CCNCC2)CC)N1 2-(3,6-dihydro-2H-pyran-4-yl)-5-ethyl-7-oxo-6-piperazin-1-yl-[1,2,4]triazolo[1,5-a]pyrimidin